O1CCOC=2C1=C1C=CC=NC1=CC2 2,3-dihydro-[1,4]dioxino[2,3-f]quinoline